FC1=CC2=C(N(C(=N2)NC=2OC3=C(N2)C=C(C=C3)COC)C)C=C1 N-(5-fluoro-1-methyl-1H-benzo[d]imidazol-2-yl)-5-(methoxymethyl)benzo[d]oxazol-2-amine